C(C)(C)N1N=CC=2CC3(CCN(CC3)C(=O)C3=CC(=NC(=C3)OC)C=3C=C(C(=O)O)C=CC3)CC(C12)=O 3-(4-(1-Isopropyl-7-oxo-1,4,6,7-tetrahydrospiro[indazole-5,4'-piperidine]-1'-ylcarbonyl)-6-methoxypyridin-2-yl)benzoic acid